N1N=NN=C1 1H-TETRAAZOL